(S)-4-(1-((3-(difluoro-methyl)-1-methyl-1H-pyrazol-4-yl)sulfonyl)-1-fluoro-ethyl)-N-(6-methyl-pyridin-3-yl)piperidine FC(C1=NN(C=C1S(=O)(=O)[C@](C)(F)C1CCN(CC1)C=1C=NC(=CC1)C)C)F